C(C)(C)(C)OC(=O)N1C(C[C@H](C1)F)CCC=O (4R)-4-fluoro-2-(3-oxopropyl)pyrrolidine-1-carboxylic acid tert-butyl ester